ClC1=NNC=C1C1=CC=C2C(=N1)N(C=C2C(=O)C2COC1=CC=C(C=C1C2)OC)CCN(C)C [6-(3-Chloro-1H-pyrazol-4-yl)-1-[2-(dimethylamino)ethyl]pyrrolo[2,3-b]pyridin-3-yl]-(6-methoxychroman-3-yl)methanone